2-(3-{2-[5-(propan-2-yloxy)-1H-indazol-3-yl]pyrimidin-4-yl}-1H-pyrrol-1-yl)ethane-1-ol CC(C)OC=1C=C2C(=NNC2=CC1)C1=NC=CC(=N1)C1=CN(C=C1)CCO